ClC=1C=C(C=CC1)C(C(=O)N1[C@H]([C@@H]2[C@H](C1)CCC2)C(=O)N[C@@H](C[C@H]2C(NCC2)=O)C(CF)=O)(F)F (1R,3aR,6aS)-2-(2-(3-chlorophenyl)-2,2-difluoroacetyl)-N-((S)-4-fluoro-3-oxo-1-((S)-2-oxopyrrolidin-3-yl)butan-2-yl)octahydrocyclopenta[c]pyrrole-1-carboxamide